FC(C1=NN(C=C1NC(=O)C1=CC=NC2=CC=C(N=C12)N1CCOCC1)C1CCC(CC1)CO)F N-[3-(difluoromethyl)-1-[4-(hydroxymethyl)cyclohexyl]pyrazol-4-yl]-6-morpholino-1,5-naphthyridine-4-carboxamide